7-((4S)-5-Chloro-6-fluoro-2-(3-fluorophenyl)-2-(pyrrolidin-2-yl)-2,3-dihydrobenzofuran-4-yl)-8-fluoro-2,3-dihydrobenzo[b][1,4]dioxine-6-carboxamide ClC=1C(=CC2=C(CC(O2)(C2NCCC2)C2=CC(=CC=C2)F)C1C=1C(=CC2=C(OCCO2)C1F)C(=O)N)F